aluminium sec-butylate CC([O-])CC.[Al+3].CC([O-])CC.CC([O-])CC